[N+](#[C-])CC(=O)OCC ethyl 2-isocyanoacetate